C(OCCS)COCCS 2,2'-(ethylenedioxy)-diethanethiol